N-[3-bromo-6-(2-chloro-5-fluorophenyl)-6-hydroxy-2-methyl-8-oxo-7,8-dihydro-6H-pyrrolo[4,3-g]indazol-5-yl]-5-fluoro-3-(trifluoromethyl)benzamide BrC=1N(N=C2C3=C(C(=CC12)NC(C1=CC(=CC(=C1)F)C(F)(F)F)=O)C(NC3=O)(O)C3=C(C=CC(=C3)F)Cl)C